C1(CCCCC1)NC=1C2=C(N=CC1C1CC1)NC=C2 N-cyclohexyl-5-cyclopropyl-1H-pyrrolo[2,3-b]pyridin-4-amine